1-methyl-3-indolylacetic acid CN1C=C(C2=CC=CC=C12)CC(=O)O